8-(4-fluoro-2,3-dimethylphenyl)-9-(4-((1-(3-fluoropropyl)azetidin-3-ylidene)methyl)phenyl)-6,7-dihydro-5H-benzo[7]annulene-3-carboxylic acid FC1=C(C(=C(C=C1)C=1CCCC2=C(C1C1=CC=C(C=C1)C=C1CN(C1)CCCF)C=CC(=C2)C(=O)O)C)C